4-formyl-2,2-dimethyl-1,3-dioxolane C(=O)C1OC(OC1)(C)C